2-((6-((4-chloro-2-fluorobenzyl)oxy)-3',6'-dihydro-[2,4'-bipyridine]-1'(2'H)-yl)methyl)-1-(oxazol-2-ylmethyl)-1H-benzo[d]imidazole-6-carboxylic acid ClC1=CC(=C(COC2=CC=CC(=N2)C=2CCN(CC2)CC2=NC3=C(N2CC=2OC=CN2)C=C(C=C3)C(=O)O)C=C1)F